N-(3-Acetamidophenyl)-3-(4-amino-2-methylphenyl)-1-methyl-1H-indazole-5-carboxamide C(C)(=O)NC=1C=C(C=CC1)NC(=O)C=1C=C2C(=NN(C2=CC1)C)C1=C(C=C(C=C1)N)C